(S)-2-chloro-N-(5-chloro-6-(4-(2-hydroxypropan-2-yl)-2H-1,2,3-triazol-2-yl)pyridin-3-yl)-8,8-dimethyl-7,8-dihydro-6H-cyclopenta[e]pyrazolo[1,5-a]pyrimidine-6-carboxamide ClC1=NN2C(N=CC3=C2C(C[C@@H]3C(=O)NC=3C=NC(=C(C3)Cl)N3N=CC(=N3)C(C)(C)O)(C)C)=C1